2,6-dimethoxy-1,1-biphenyl COC1=C(C(=CC=C1)OC)C1=CC=CC=C1